4-amino-5-phenyl-3-mercapto-1,2,4-triazole NN1C(=NN=C1C1=CC=CC=C1)S